(8-azaspiro[4.5]dec-3-yl)-2-oxa-6-azaspiro[3.3]heptane C1CC(CC12CCNCC2)C2OCC21CNC1